((2-(((S)-3-(4-(tert-butyl)phenyl)-1-oxo-1-((S)-2-((R)-2-phenylmorpholine-4-carbonyl)pyrrolidin-1-yl)propan-2-yl)carbamoyl)benzo[b]thiophen-5-yl)difluoromethyl)phosphonic acid C(C)(C)(C)C1=CC=C(C=C1)C[C@@H](C(N1[C@@H](CCC1)C(=O)N1C[C@H](OCC1)C1=CC=CC=C1)=O)NC(=O)C1=CC2=C(S1)C=CC(=C2)C(F)(F)P(O)(O)=O